BrC=1C=C(C(=C(C1)NC(=O)NC1=CC(=NC=C1)OC)O)C 1-(5-bromo-2-hydroxy-methylphenyl)-3-(2-methoxypyridin-4-yl)urea